(S)-N-(3-cyano-1-phenylpropyl)-5-(4-(trifluoromethyl)piperidin-1-yl)-3,4-dihydroisoquinoline-2(1H)-carboxamide C(#N)CC[C@@H](C1=CC=CC=C1)NC(=O)N1CC2=CC=CC(=C2CC1)N1CCC(CC1)C(F)(F)F